4,6-dichloro-5-(1,3-dioxolan-2-yl)-2-ethoxypyrimidine ClC1=NC(=NC(=C1C1OCCO1)Cl)OCC